(1S,2R,3aR,4S,6aR)-2-(4-amino-2-methyl-7H-pyrrolo[2,3-d]pyrimidin-7-yl)-4-((2-amino-3-fluoroquinolin-7-yl)methyl)hexahydropentalene-1,6a(1H)-diol NC=1C2=C(N=C(N1)C)N(C=C2)[C@H]2[C@@H]([C@]1(CC[C@H]([C@H]1C2)CC2=CC=C1C=C(C(=NC1=C2)N)F)O)O